C(CCCCCCCCCCCCCCCCC)N(C(CCCCC(=O)N)=O)CCCCCCCCCCCCCCCCCC N,N-Distearyl-Adipic Acid Amide Amide